FC=1C=C(C(=O)O)C=C(C1OC)C=O 3-fluoro-5-formyl-4-methoxybenzoic Acid